(R)-2-hydroxy-2-((S)-pyrrolidin-2-yl)acetic acid O[C@@H](C(=O)O)[C@H]1NCCC1